C1(=CC=C(C=C1)N(C1=CC=C(C=C1)C)C1=CC=C(C=C1)C1(CCCCC1)C1=CC=C(C=C1)N(C1=CC=C(C=C1)C)C1=CC=C(C=C1)C)C bis[4-(N,N-di-p-tolylamino)phenyl]cyclohexane